C(C)(C)(C)OC(=O)N1CCN(CC1)C=1C=NN(C1)C1C(NC(CC1)=O)=O 4-(1-(2,6-dioxopiperidin-3-yl)-1H-pyrazol-4-yl)piperazine-1-carboxylic acid tert-butyl ester